trim-tolyl-phosphine C1(=CC(=CC=C1)P(C=1C=C(C=CC1)C)C=1C=C(C=CC1)C)C